[O-]S(=O)(=O)C(F)(F)F.CSC1=CC=C(C=C1)C[SH+]C1=CC=CC=C1 (4-Methylthiophenyl)methylphenylsulfonium triflat